6-(2-(hydroxyimino)propanamido)-N-phenylhexanamide ON=C(C(=O)NCCCCCC(=O)NC1=CC=CC=C1)C